FC1=C(C=CC=C1)[N+]=1[N-]OC(C1)=O (2-fluorophenyl)sydnone